CON(C(=O)C=1C=CC2=C(N(CCO2)C)C1)C N-methoxy-N,4-dimethyl-3,4-dihydro-2H-1,4-benzoxazine-6-carboxamide